C(#N)C(C)(C)NC1=CC(=C(OCCN2C[C@@H](N([C@@H](C2)C)CC(=O)OC(C)(C)C)C)C(=C1)F)CC tert-Butyl 2-((2S,6R)-4-(2-(4-((2-cyanopropan-2-yl)amino)-2-ethyl-6-fluorophenoxy)ethyl)-2,6-dimethylpiperazin-1-yl)acetate